((3S,4S)-4-fluoropyrrolidin-3-yl)-6-(6-methoxyimidazo[1,2-a]pyrazin-3-yl)pyridin-2-amine F[C@H]1[C@H](CNC1)C=1C(=NC(=CC1)C1=CN=C2N1C=C(N=C2)OC)N